FC1=CC=CC=C1C(=O)N 6-fluorobenzamide